1-butylpiperidine acetate C(C)(=O)O.C(CCC)N1CCCCC1